FC(C=1C(=C(C=CC1)[C@@H](C)NC=1C=2C(N=C(N1)C)=C(C(N(C2)N2CCOCC2)=O)C2=CC(=NN2)C#N)F)F (R)-5-(4-((1-(3-(difluoromethyl)-2-fluorophenyl)ethyl)amino)-2-methyl-6-morpholinyl-7-oxo-6,7-dihydropyrido[4,3-d]pyrimidin-8-yl)-1H-pyrazole-3-carbonitrile